N1N=CC(=C1)C1=CN=C2N1C=CC(=N2)C(=O)NC2=C(C(=O)OC)C=C(C(=C2)C#C[Si](C)(C)C)F methyl 2-(3-(1H-pyrazol-4-yl)imidazo[1,2-a]pyrimidine-7-carboxamido)-5-fluoro-4-((trimethylsilyl)ethynyl)benzoate